C(#N)C1=CC=C(C=C1)C1CC(CCC1)=O 3-(4-cyanophenyl)cyclohexanone